C(C)(C)(C)OC(=O)N1CC2N(C=3C(=C4C(=NC=NC4=CC3)O)OC2)CC1 4-hydroxy-6a,7,9,10-tetrahydropyrazino[1',2':4,5][1,4]oxazino[2,3-f]quinazolin-8(6H)-carboxylic acid tert-butyl ester